methyl-N-(3-(trifluoromethoxy)phenyl)-[1,2,4]triazolo[4,3-a]quinazolin-5-amine CC1=NN=C2N1C1=CC=CC=C1C(=N2)NC2=CC(=CC=C2)OC(F)(F)F